2-mercapto-propanesulfonate SC(CS(=O)(=O)[O-])C